NC1=NC2=CC(=CC=C2C(=N1)N1C[C@@H](CC1)NC1=NC=C(C=N1)C#N)N (R)-2-((1-(2,7-diaminoquinazolin-4-yl)pyrrolidin-3-yl)amino)pyrimidine-5-carbonitrile